4-acetyl-2-(isochroman-4-yl)-6-methylisoindolin-1-one C(C)(=O)C1=C2CN(C(C2=CC(=C1)C)=O)C1COCC2=CC=CC=C12